C(C)(C)OC=1C=CC(=NC1)C1=NSC(=N1)NC1=NC=C(C(=C1)C(F)(F)F)C(C)C 3-(5-isopropoxypyridin-2-yl)-N-(5-isopropyl-4-(trifluoromethyl)pyridin-2-yl)-1,2,4-thiadiazol-5-amine